C1(=CC=CC=C1)N1N=NC2=C1C=CC=C2 1-phenyl-1,2,3-benzotriazole